ClC=1C=C(C=C(C1)NS(=O)(=O)CC)NC(=O)C=1SC(=C(C1)C1=NC=C(C=C1OCC1=CC(=CC(=C1)F)F)C#N)C N-(3-chloro-5-(ethylsulfonamido)phenyl)-4-(5-cyano-3-((3,5-difluorobenzyl)oxy)pyridin-2-yl)-5-methylthiophene-2-carboxamide